FC1=CC=C(C=C1)CC(=O)NC1=NC=CC(=C1)C1=C(C=2C(NC(CC2N1)(C)C)=O)C1=CC(=CC=C1)F 2-(4-Fluorophenyl)-N-{4-[3-(3-fluorophenyl)-6,6-dimethyl-4-oxo-4,5,6,7-tetrahydro-1H-pyrrolo[3,2-c]pyridin-2-yl]pyridin-2-yl}acetamid